Cl.O1CCN(CC1)C=1N=C(C2=C(N1)CNCC2)N 2-morpholino-5,6,7,8-tetrahydropyrido[3,4-d]pyrimidin-4-amine hydrochloride